BrC1=CC2=C(N=C(N(C2=O)C2=CC=C(C=C2)C2CC2)[C@H](CC2=CC(=CC(=C2)F)F)NC(OC(C)(C)C)=O)N=C1 Tert-butyl (S)-(1-(6-bromo-3-(4-cyclopropylphenyl)-4-oxo-3,4-dihydropyrido[2,3-d]pyrimidin-2-yl)-2-(3,5-difluorophenyl)ethyl)carbamate